N-(5-fluoro-2-(5-methyl-1,4-diazepan-1-yl)pyrimidin-4-yl)-1H-indazol-5-amine FC=1C(=NC(=NC1)N1CCNC(CC1)C)NC=1C=C2C=NNC2=CC1